tert-butyl 3-((1-(1-((2-chloro-4-(trifluoromethyl)phenyl)carbamoyl)cyclobutyl)-4,6-dihydropyrrolo[3,4-c]pyrazol-5(1H)-yl)methyl)azetidine-1-carboxylate ClC1=C(C=CC(=C1)C(F)(F)F)NC(=O)C1(CCC1)N1N=CC2=C1CN(C2)CC2CN(C2)C(=O)OC(C)(C)C